tert-butyl (S)-6-(1-benzyl-1H-pyrazole-4-carbonyl)-8-(((2S,3R)-3-(cyclohexylmethoxy)-1-(methylamino)-1-oxobutan-2-yl)carbamoyl)-2,6-diazaspiro[3.4]octane-2-carboxylate C(C1=CC=CC=C1)N1N=CC(=C1)C(=O)N1CC2(CN(C2)C(=O)OC(C)(C)C)[C@@H](C1)C(N[C@H](C(=O)NC)[C@@H](C)OCC1CCCCC1)=O